COC(C(N)([2H])[2H])OC 2,2-Dimethoxyethane-1,1-d2-1-amine